(1-(4-(quinolin-2-yl)pyrimidin-2-yl)piperidin-4-yl)methylamine N1=C(C=CC2=CC=CC=C12)C1=NC(=NC=C1)N1CCC(CC1)CN